BrC=1C(=C(C=CC1F)N(S(=O)(=O)C=1C=NC=C(C1)C#N)S(=O)(=O)C=1C=NC=C(C1)C#N)F N-(3-bromo-2,4-difluorophenyl)-5-cyano-N-((5-cyanopyridin-3-yl)sulfonyl)pyridine-3-sulfonamide